ClC1=CC=C(C=C1)C=1C(OC(OC1C)(C)C)=O 5-(4-chlorophenyl)-2,2,6-trimethyl-1,3-dioxin-4-one